ClC=1C=C(NC2(CCC3(C(=CC4=CC=CC=C34)C=3OC(=CC3)C3=CC=CC=C3)CC2)C(=O)O)C=CC1 (1s,4s)-4-(3-Chloroanilino)-2'-(5-phenylfuran-2-yl)spiro[cyclohexane-1,1'-indene]-4-carboxylic acid